N-methyl-N-(2-hydroxyethyl)-4-aminobenzaldehyde CN(CCO)C1=CC=C(C=C1)C=O